BrC1=C(C=C(COS(=O)(=O)C2=CC=C(C=C2)C)C=C1)CP(=O)(C)OCC 4-bromo-3-((ethoxy(methyl)phosphoryl)methyl)benzyl-4-methylbenzenesulfonate